(2R,3S)-3-((2-(6-chloro-3-(difluoromethoxy)quinolin-8-yl)-5-fluorobenzo[d]thiazol-6-yl) oxy)butan-2-yl (2-(2-hydroxyethoxy)pyrimidin-5-yl)carbamate OCCOC1=NC=C(C=N1)NC(O[C@H](C)[C@H](C)OC1=CC2=C(N=C(S2)C=2C=C(C=C3C=C(C=NC23)OC(F)F)Cl)C=C1F)=O